(2R,3S)-2-((E)-3-(5-chloro-4-methyl-1H-benzo[d]imidazol-1-yl)-2-methylpropan-1-enyl)piperidin-3-ol ClC1=C(C2=C(N(C=N2)C/C(=C/[C@H]2NCCC[C@@H]2O)/C)C=C1)C